CC1NCC(NC1)C 2,5-dimethyl-piperazine